7-benzyl-8-(2-ethylphenoxy)-1-(3-hydroxypropyl)-3-methyl-1H-purine-2,6(3H,7H)-dione C(C1=CC=CC=C1)N1C(=NC=2N(C(N(C(C12)=O)CCCO)=O)C)OC1=C(C=CC=C1)CC